6,7-dimethoxy-2-(3-fluoro-4-methoxyphenyl)quinolin-4(1H)-one COC=1C=C2C(C=C(NC2=CC1OC)C1=CC(=C(C=C1)OC)F)=O